ClC=1C=CC(=C(C1)N1CON(CO1)C(C(=O)O)CC1=CC=CC=C1)N1N=NC=C1 2-(4-(5-Chloro-2-(1H-1,2,3-triazol-1-yl)phenyl)-2,5-dioxapiperazin-1-yl)-3-phenylpropionic acid